COC(CC(C(C=CC1=CC=CC=C1)=O)=O)(OC)OC trimethoxybenzylidenepentanedione